C(C)(C)(C)OC(=O)N1C(CC1)C1=C(C=C(C=C1)F)Cl (2-chloro-4-fluoro-phenyl)azetidine-1-carboxylic acid tert-butyl ester